N-[2-(6-chloro-3-{2-oxa-6-azaspiro[3.3]heptan-6-yl}pyridin-2-yl)-5-(2,6-difluoro-4-methoxyphenyl)-1-methyl-3-oxo-2,3-dihydro-1H-pyrazol-4-yl]-4-(difluoromethoxy)benzamide ClC1=CC=C(C(=N1)N1N(C(=C(C1=O)NC(C1=CC=C(C=C1)OC(F)F)=O)C1=C(C=C(C=C1F)OC)F)C)N1CC2(COC2)C1